((1r,4r)-4-(methoxycarbonyl)cyclohexyl)methanesulfonic acid COC(=O)C1CCC(CC1)CS(=O)(=O)O